O=C1NC(CC[C@@H]1N1C(C2=CC(=C(C=C2C1)N1CCN(CC1)CC1CCN(CC1)C1=CC=C(C=N1)C1(N(CC(NC1)C)C(=O)N)C)F)=O)=O (6-(4-((4-(2-((S)-2,6-dioxopiperidin-3-yl)-6-fluoro-1-oxoisoindolin-5-yl)piperazin-1-yl)methyl)piperidin-1-yl)pyridin-3-yl)-2,5-dimethylpiperazine-1-carboxamide